tert-butyl (3R)-3-[[methyl-[(8S)-5,6,7,8-tetrahydroquinolin-8-yl]amino]methyl]-5-piperazin-1-yl-3,4-dihydro-1H-isoquinoline-2-carboxylate CN([C@H]1CCCC=2C=CC=NC12)C[C@@H]1N(CC2=CC=CC(=C2C1)N1CCNCC1)C(=O)OC(C)(C)C